C1(CC1)C1=CC=C(C=N1)CN1N=CC(=C1)CNC1=NC=2N([C@H](C(NC2C(=N1)C)=O)C(C)C)C (7S)-2-(((1-((6-cyclopropylpyridin-3-yl)methyl)-1H-pyrazol-4-yl)methyl)amino)-7-isopropyl-4,8-dimethyl-7,8-dihydropteridin-6(5H)-one